C(CCCCCCCCCCCCCCCCCCCCCCCCCCCCC)C1=C(C2=CC=CC=C2C=C1)[N+](=O)[O-] triacontyl-nitronaphthalene